[Cl-].N1(C=NC=C1)C(=O)NC1=C[N+](=NO1)C(CC1=CC=CC=C1)C 5-(1H-Imidazole-1-carboxamido)-3-(1-phenylpropan-2-yl)-1,2,3-oxadiazol-3-ium chloride